6-((2-((3R,4R)-3-Amino-4-fluoropiperidin-1-yl)-4-(trifluoromethyl)-1H-benzo[d]imidazol-1-yl)methyl)nicotinonitril N[C@@H]1CN(CC[C@H]1F)C1=NC2=C(N1CC1=NC=C(C#N)C=C1)C=CC=C2C(F)(F)F